FC=1C=C(C=C2C(=CC(=NC12)C)C(=O)OC)C1=NC(=NC=C1F)NC1CCN(CC1)S(=O)(=O)C Methyl 8-fluoro-6-(5-fluoro-2-((1-(methylsulfonyl)piperidin-4-yl)amino)pyrimidin-4-yl)-2-methylquinoline-4-carboxylate